1-[3-(1,1-dimethoxyethyl)-2-fluoro-phenyl]-1,1-difluoro-2-methyl-propane COC(C)(OC)C=1C(=C(C=CC1)C(C(C)C)(F)F)F